C(=O)(OCC1C2=CC=CC=C2C2=CC=CC=C12)N[C@H](C(=O)O)CCC(NC(C1=CC=CC=C1)(C1=CC=CC=C1)C1=CC=CC=C1)=O (S)-2-(Fmoc-amino)-5-oxo-5-(tritylamino)pentanoic acid